2-[2-benzyloxy-4-(trifluoromethyl)phenyl]-6-(difluoromethoxy)pyrazolo[3,4-b]pyridine C(C1=CC=CC=C1)OC1=C(C=CC(=C1)C(F)(F)F)N1N=C2N=C(C=CC2=C1)OC(F)F